FS(C=1C=C(C=C(C1)C(F)(F)F)C1=NN(C=N1)\C=C(/C(=O)N)\C=1C=NC=NC1)(F)(F)(F)F (Z)-3-(3-(3-(pentafluorosulfaneyl)-5-(trifluoromethyl)phenyl)-1H-1,2,4-triazol-1-yl)-2-(pyrimidin-5-yl)acrylamide